4-hydroxyisochromane OC1COCC2=CC=CC=C12